C(=C)C1CC=CCC1 4-vinylcyclohex-1-ene